N-Cyclohexyl-2-(3-(trifluoromethyl)phenyl)oxazole-4-carboxamide C1(CCCCC1)NC(=O)C=1N=C(OC1)C1=CC(=CC=C1)C(F)(F)F